FC(CC(C(=O)NC1=NC=CC(=C1)C1=C(C2=NC=C(C=C2N1)C)C1=NC=CC=C1)C1=CC=C(C=C1)F)F 4,4-difluoro-2-(4-fluorophenyl)-N-{4-[6-methyl-3-(pyridin-2-yl)-1H-pyrrolo[3,2-b]pyridin-2-yl]pyridin-2-yl}butanamide